3-cyclopropyl-1,8-dimethyl-5-[[(1R)-1-[3-(trifluoromethyl)phenyl]ethyl]amino]imidazo[4,5-g]phthalazin-2-one C1(CC1)N1C(N(C2=CC=3C(=NN=C(C3C=C21)N[C@H](C)C2=CC(=CC=C2)C(F)(F)F)C)C)=O